CN(C/C=C/C(=O)N1CC=2N(CC1)N=C(C2C2=CC=NC=C2)C2=CC=C1C=CNC1=C2)C (2E)-4-(dimethylamino)-1-[2-(1H-indol-6-yl)-3-(pyridin-4-yl)-6,7-dihydropyrazolo[1,5-a]pyrazin-5(4H)-yl]but-2-en-1-one